[Si].[Cr].[Mo].[Co] cobalt-molybdenum-chromium-silicon